1-(3-(2-chloro-3-fluorophenyl)-1H-pyrazolo[3,4-b]-pyrazin-6-yl)-4-methyl-piperidin-4-amine ClC1=C(C=CC=C1F)C1=NNC2=NC(=CN=C21)N2CCC(CC2)(N)C